(3-(2-(4-aminopiperidin-1-yl)ethoxy)propionylamino)-N-(6-methoxypyridazin-3-yl)benzamide NC1CCN(CC1)CCOCCC(=O)NC1=C(C(=O)NC=2N=NC(=CC2)OC)C=CC=C1